C(#N)C1=CC(=C(C=C1)COC1=C(C=CC(=N1)C1CCN(CC1)CC=1N(C2=C(N1)C(=CC(=C2)C(=O)OCC)F)C[C@H]2OCC2)F)F Ethyl 2-[[4-[6-[(4-cyano-2-fluoro-phenyl)methoxy]-5-fluoro-2-pyridyl]-1-piperidyl]methyl]-7-fluoro-3-[[(2S)-oxetan-2-yl]methyl]benzimidazole-5-carboxylate